(1R,3R,5R)-N-((R)-(2,5-difluoro-4-(trifluoromethyl)phenyl)((1r,3R)-3-hydroxycyclobutyl)methyl)-2-(2-(difluoromethyl)isonicotinoyl)-2-azabicyclo[3.1.0]hexane-3-carboxamide FC1=C(C=C(C(=C1)C(F)(F)F)F)[C@H](NC(=O)[C@@H]1N([C@@H]2C[C@@H]2C1)C(C1=CC(=NC=C1)C(F)F)=O)C1CC(C1)O